N-[4-(5-trifluoromethyl-[1,2,4]oxadiazol-3-yl)-benzyl]-oxamic acid FC(C1=NC(=NO1)C1=CC=C(CNC(C(=O)O)=O)C=C1)(F)F